C(C)(C)[C@@]1([C@](O)([C@H](O)[C@@](CO)(O1)F)C)N1C(=O)NC(=O)C=C1 isopropyl-4'-fluoro-2'-methyluridine